COC=1C=C(C=CC1OC)C1=CC=NC=2N1N=C(C2)C(=O)NC2=CC(=C(C=C2)C(=O)N2CCN(CC2)C)OC 7-(3,4-dimethoxyphenyl)-N-(3-methoxy-4-(4-methylpiperazine-1-carbonyl)phenyl)pyrazolo[1,5-a]pyrimidine-2-carboxamide